methyldi(octadecyl)ammonium tetraphenylborate C1(=CC=CC=C1)[B-](C1=CC=CC=C1)(C1=CC=CC=C1)C1=CC=CC=C1.C[NH+](CCCCCCCCCCCCCCCCCC)CCCCCCCCCCCCCCCCCC